5-(4-(4-chloro-3-fluorophenyl)-2-oxopiperidin-1-yl)-3-(pyridin-4-yl)-1-((2-(trimethylsilyl)ethoxy)methyl)-1H-pyrazole-4-carbonitrile ClC1=C(C=C(C=C1)C1CC(N(CC1)C1=C(C(=NN1COCC[Si](C)(C)C)C1=CC=NC=C1)C#N)=O)F